ClC1=CC=C(C=C1)C1=CC(N2C1=C(C=1C=CC=CC21)C)(O)C(F)(F)F 1-(4-Chlorophenyl)-9-methyl-3-(trifluoromethyl)-3H-pyrrolo[1,2-a]indol-3-ol